3-(5-cyclobutyl-1,3-thiazol-2-yl)-N-[(1R)-1-(5-methylpyrazin-2-yl)ethyl]-5-[(3R)-tetrahydrofuran-3-ylmethoxy]benzamide C1(CCC1)C1=CN=C(S1)C=1C=C(C(=O)N[C@H](C)C2=NC=C(N=C2)C)C=C(C1)OC[C@H]1COCC1